N-methylaminomethyldimethoxymethylsilane CNC[SiH2]C(OC)OC